5H-furo[3,4-b]pyridin N1=C2C(=CC=C1)COC2